3-(8-(bis(4-methoxybenzyl)amino)-5-bromo-2-((3-chloropyridin-2-yl)methyl)-[1,2,4]triazolo[1,5-a]pyrazin-6-yl)benzonitrile COC1=CC=C(CN(C=2C=3N(C(=C(N2)C=2C=C(C#N)C=CC2)Br)N=C(N3)CC3=NC=CC=C3Cl)CC3=CC=C(C=C3)OC)C=C1